N1-(4-(4-(methoxymethyl)-4-methylpiperidin-1-yl)-1-methyl-1H-indazol-5-yl)-N4,N4-dimethylbenzene-1,4-disulfonamide COCC1(CCN(CC1)C1=C2C=NN(C2=CC=C1NS(=O)(=O)C1=CC=C(C=C1)S(=O)(=O)N(C)C)C)C